C1CCC2=C(C=3CCCC3C=C12)NC(=O)NS(=O)(=N)C1=CC=C2CCN(CC2=C1)C N-(1,2,3,5,6,7-hexahydro-s-indacen-4-ylcarbamoyl)-2-methyl-1,2,3,4-tetrahydroisoquinoline-7-sulfonimidamide